Lithium 8,9-difluoro-5,6-dihydrobenzo[f]imidazo[1,5-d][1,4]oxazepine-10-carboxylate FC1=C(C(=CC=2C=3N(CCOC21)C=NC3)C(=O)[O-])F.[Li+]